C(C)C1=C(C(=C(C1(CC)[Ir+2])CC)CC)CC (pentaethyl-cyclopentadienyl)iridium(III)